N=1N=CN(C1)C1=CC(=C2C=NNC2=C1)NC(CNCCCCNCC1=CC(=C(C=C1)OC(F)(F)F)Cl)=O N-(6-(4H-1,2,4-triazol-4-yl)-1H-indazol-4-yl)-2-((4-((3-chloro-4-(trifluoromethoxy)benzyl)amino)butyl)amino)acetamide